CN1N=C(C=C1)S(=O)(=O)N1CCC(CC1)CCCCNC(=O)C1=CC=2C=NC=CC2N1 N-{4-[1-(1-methyl-1H-pyrazole-3-sulfonyl)piperidin-4-yl]butyl}-1H-pyrrolo[3,2-c]pyridine-2-carboxamide